FC1=C(CNC(=O)[C@@H]2C[C@H](C2)OCC2=CC(=CC=C2)F)C=CC(=C1C=1NC(C=C(N1)C)=O)C(F)(F)F trans-N-[2-fluoro-3-(4-methyl-6-oxo-1,6-dihydropyrimidin-2-yl)-4-(trifluoromethyl)benzyl]-3-[(3-fluorobenzyl)oxy]cyclobutane-1-carboxamide